C1(CCCCC1)[C@@H](C(=O)N1CCN(CC1)C(=O)C=1N(C2=CC(=C(C=C2C1OCCOCCO)F)F)C)NC([C@H](C)NC)=O (S)-N-((S)-1-cyclohexyl-2-(4-(5,6-di-fluoro-3-(2-(2-hydroxyethoxy)ethoxy)-1-methyl-1H-indole-2-carbonyl)piperazin-1-yl)-2-oxoethyl)-2-(methylamino)propanamide